1-(3-((4-((5-([1,2,4]triazolo[1,5-a]pyridin-6-yl)-2-methoxyphenyl)amino)-7-methoxyquinazolin-6-yl)oxy)azetidin-1-yl)prop-2-en-1-one N=1C=NN2C1C=CC(=C2)C=2C=CC(=C(C2)NC2=NC=NC1=CC(=C(C=C21)OC2CN(C2)C(C=C)=O)OC)OC